C(C(=C)C)(=O)OCCC[Si](C)(C)C 3-(methacryloxy)propyltrimethylsilane